FC1=C(N)C=CC(=C1F)N1CCC(CC1)N1CCN(CC1)C 2,3-difluoro-4-[4-(4-methylpiperazin-1-yl)-1-piperidinyl]aniline